O=C(C(=O)O)C=O 2,3-dioxopropionic acid